1-(methylsulfonyl)-N-((5-phenyl-3H-imidazo[4,5-b]pyridin-2-yl)methyl)-1H-pyrrole-3-carboxamide CS(=O)(=O)N1C=C(C=C1)C(=O)NCC1=NC=2C(=NC(=CC2)C2=CC=CC=C2)N1